Cl.ClC1=CC(=C(CNC2=NC=3CNCCC3C=C2C(F)(F)F)C(=C1)F)F N-(4-chloro-2,6-difluorobenzyl)-3-(trifluoromethyl)-5,6,7,8-tetrahydro-1,7-naphthyridin-2-amine HCl Salt